6-[[5-[5-[[(1S,5R)-9-(2-hydroxy-2-methyl-propyl)-3-oxa-9-azabicyclo[3.3.1]nonan-7-yl]oxy]-2-methyl-4-pyridyl]pyrazolo[1,5-a]pyridin-2-yl]amino]-N-methyl-pyridine-3-carboxamide OC(CN1[C@@H]2COC[C@H]1CC(C2)OC=2C(=CC(=NC2)C)C2=CC=1N(C=C2)N=C(C1)NC1=CC=C(C=N1)C(=O)NC)(C)C